5,5-dimethylpyrrolidin-3-ol CC1(CC(CN1)O)C